C1(CC1)COC1=C(C=C(C=C1)S(=O)(=O)C)C=1C=C(C(N(C1)CC1CC1)=O)C 5-[2-(cyclopropylmethoxy)-5-methylsulfonylphenyl]-1-(cyclopropyl-methyl)-3-methylpyridin-2-one